C(C)N(C(O[C@H]1C[C@H](CC1)C1=CC(=NN1)NC(CC1=CC(=NC=C1)OC)=O)=O)C (1R,3S)-3-(3-{[(2-methoxypyridin-4-yl)acetyl]amino}-1H-pyrazol-5-yl)cyclopentyl ethyl(methyl)carbamate